(S)-N-(5-(2-acetamidoimidazo[1,2-b]pyridazin-6-yl)-2-methoxyphenyl)-3-phenylisoxazolidine-2-carboxamide C(C)(=O)NC=1N=C2N(N=C(C=C2)C=2C=CC(=C(C2)NC(=O)N2OCC[C@H]2C2=CC=CC=C2)OC)C1